3,5-dichloro-4-((2-methoxy-1-methyl-1H-benzo[d]imidazol-6-yl)oxy)aniline ClC=1C=C(N)C=C(C1OC=1C=CC2=C(N(C(=N2)OC)C)C1)Cl